C(C)OCC=1C=C(C=CC1)S(=O)(=O)Cl 3-(ethoxymethyl)benzenesulfonyl chloride